CN(C)CC N,N-dimethyl-ethylamine